C(C)(C)(C)C1=NC(=NO1)C(=O)NC1C2=C(CN(CC1)CC(F)(F)F)C=C(C=C2)C2=NC(=NC=C2)NC=2C=NN(C2)C 5-(tert-butyl)-N-(8-(2-((1-methyl-1H-pyrazol-4-yl)amino)pyrimidin-4-yl)-2-(2,2,2-trifluoroethyl)-2,3,4,5-tetrahydro-1H-benzo[c]azepin-5-yl)-1,2,4-oxadiazole-3-carboxamide